S1P(SP1=S)=S 1,3-dithia-2,4-diphosphetane 2,4-disulfide